O1C(C=CC(C1)=O)=O 5,6-dihydro-2H-pyran-2,5-dione